1-(5-chloro-3-(2,3-dichlorophenyl)-1H-pyrazolo[3,4-b]pyrazin-6-yl)-4-methylpiperidin-4-amine ClC=1N=C2C(=NC1N1CCC(CC1)(N)C)NN=C2C2=C(C(=CC=C2)Cl)Cl